Cl.C(C)N=C=NCCCN(C)C Ethyl(dimethylaminopropyl)carbodiimid hydrochlorid